FC=1C(=C(C=CC1F)C1=C(SC(C1)(C(F)(F)F)C=1C=NN(C1)C)C(=O)OCC)OC ethyl 3-(3,4-difluoro-2-methoxyphenyl)-5-(1-methyl-1H-pyrazol-4-yl)-5-(trifluoromethyl)-4,5-dihydrothiophene-2-carboxylate